(Z)-tert-butyl 7-((((ethoxycarbonyl)imino)((2-oxoethyl)thio)methyl)amino)-3,4-dihydroisoquinoline-2(1H)-carboxylate C(C)OC(=O)\N=C(/SCC=O)\NC1=CC=C2CCN(CC2=C1)C(=O)OC(C)(C)C